ClC=1C=C(C=NC1N1N=CC=N1)NC(=O)[C@@H]1CC(C2=C1C=NC=1N2N=C(C1)C)(C)C (R)-N-(5-chloro-6-(2H-1,2,3-triazol-2-yl)pyridin-3-yl)-2,8,8-trimethyl-7,8-dihydro-6H-cyclopenta[e]pyrazolo[1,5-a]pyrimidine-6-carboxamide